1-ethyl-3,5,5-trimethyl-1,3-cyclohexadiene C(C)C1=CC(=CC(C1)(C)C)C